undecyl-((5-(2,2-diheptyl-1,3-dioxolan-4-yl) pentyl) (2-hydroxyethyl) amino) hexanoate C(CCCCC)(=O)ON(CC(O)CCCCCCCCCCC)CCCCCC1OC(OC1)(CCCCCCC)CCCCCCC